vanadium(II) sulfide [S-2].[V+2]